F[C@@H]1[C@H](O[C@@H]([C@H]1O)CO)N1C(NC=CC1=O)=O 3-((2S,3S,4R,5R)-3-fluoro-4-hydroxy-5-(hydroxymethyl)tetrahydrofuran-2-yl)pyrimidine-2,4(1H,3H)-dione